ethyl 1-(2-((4-(trifluoromethyl)phenyl)amino)phenyl)piperidine-4-carboxylate FC(C1=CC=C(C=C1)NC1=C(C=CC=C1)N1CCC(CC1)C(=O)OCC)(F)F